N-(3-chloro-5-(methylsulfonamido)phenyl)-4-(5-(dimethylphosphoryl)pyrimidin-2-yl)-5-methylthiophene-2-carboxamide ClC=1C=C(C=C(C1)NS(=O)(=O)C)NC(=O)C=1SC(=C(C1)C1=NC=C(C=N1)P(=O)(C)C)C